N-t-butoxycarbonyl-4-(2-bromoacetyl)piperidine C(C)(C)(C)OC(=O)N1CCC(CC1)C(CBr)=O